[[(3aS,7aS)-3a-(3,4-dimethoxyphenyl)-1-methyl-3,4,5,7a-tetrahydro-2H-indol-6-yl]oxy-hydroxy-phosphoryl]oxymethyl 2,2-dimethylpropanoate CC(C(=O)OCOP(=O)(O)OC=1CC[C@]2(CCN([C@H]2C1)C)C1=CC(=C(C=C1)OC)OC)(C)C